(1R,6S,8R,9R,15R,17R,18R)-8,17-bis(6-amino-9H-purin-9-yl)-3,12,18-trihydroxy-2,4,11,13,16-pentaoxa-3λ5,12λ5-diphosphatricyclo[13.2.1.06,9]octadecane-3,12-dithione NC1=C2N=CN(C2=NC=N1)[C@@H]1C[C@@H]2COP(O[C@H]3[C@@H](O[C@H](COP(OC[C@@H]12)(=S)O)[C@H]3O)N3C1=NC=NC(=C1N=C3)N)(=S)O